C(C)(C)(C)C1=C(C=CC(=C1)C(C)(C)C)C(C(=O)O)(CC)C1=C(C=C(C=C1)C(C)(C)C)C(C)(C)C bis[2,4-di-tert-butylphenyl]butanoic acid